ClC1=CC=C(C=C1)C1=NC(=NC(=C1)N1CCC(CC1)C1=CC(=CC(=C1)Cl)Cl)C=1C=NC=CC1 (4-chlorophenyl)-6-(4-(3,5-dichlorophenyl)piperidin-1-yl)-2-(pyridin-3-yl)pyrimidine